2-Chloro-5-((3R,7R)-3,7-Dimethyl-10-oxo-9-((R*)-1-(4-(2-oxopyrrolidin-1-yl)phenyl)ethyl)-1,2,3,4,7,8,9,10-octahydropyrido[4',3':3,4]pyrazolo[1,5-a]pyrazine-2-carbonyl)benzonitrile ClC1=C(C#N)C=C(C=C1)C(=O)N1CC=2C(=NN3C2C(N(C[C@H]3C)[C@H](C)C3=CC=C(C=C3)N3C(CCC3)=O)=O)C[C@H]1C |o1:23|